O=C1NC(CCC1C1=C(CN(C2CCN(CC2)C2=NC(=C(C(=O)N)C=C2)C2=CC=C(C=C2)OC2=CC=CC=C2)C)C=CC=C1)=O 6-(4-((2-(2,6-dioxopiperidin-3-yl)benzyl)(methyl)amino)piperidin-1-yl)-2-(4-phenoxyphenyl)nicotinamide